C(N)(OC1CCC(CC1)NC1=NC=CC(=N1)C=1C(=NC=CC1)F)=O ((1r,4r)-4-((4-(2-fluoropyridin-3-yl)pyrimidin-2-yl)amino)cyclohexyl) carbamate